ClC=1C=NC=C(C1NC(C1=CC(=C(C=C1)OC(F)F)OCC1CC1)=O)Cl N-(3,5-dichloropyridin-4-yl)-3-cyclopropylmethoxy-4-difluoromethoxybenzamide